(7E)-oxacycloheptadec-7-en-2-one O1C(CCCC\C=C\CCCCCCCCC1)=O